N-(3-chloro-2-fluorophenyl)-5-methyl-quinazoline-4,6-diamine ClC=1C(=C(C=CC1)NC1=NC=NC2=CC=C(C(=C12)C)N)F